S(=O)(=O)(O)C(C(=O)OCCCCCCCCCCCC)CC(=O)[O-].[Na+].[Na+].C(CCCCCCCCCCC)OC(C(CC(=O)[O-])S(=O)(=O)O)=O Dinatrium Lauryl Sulfosuccinate